ClC1=C(C(=O)NC2=CC=C(C=C2)C(C(F)(F)F)(C(F)(F)F)F)C=CC=C1 2-chloro-N-(4-(perfluoropropan-2-yl)phenyl)benzamide